BrC=1OC2=C(C1)C(=CC=C2)C21C(NC(C(C2)C1)=O)=O 1-(2-bromobenzofuran-4-yl)-3-azabicyclo[3.1.1]heptane-2,4-dione